FC1=CC=C(C=C1)C=1N=C(SC1CO)N(C1=C(N=C2N1C=C(C=C2)C2CCN(CC2)S(=O)(=O)C)CCC#N)C 3-(3-((4-(4-fluorophenyl)-5-(hydroxymethyl)thiazol-2-yl)(methyl)amino)-6-(1-(methylsulfonyl)piperidin-4-yl)imidazo[1,2-a]pyridin-2-yl)propanenitrile